ClC1=C(C(=NC=C1)C)O 4-chloro-2-methylpyridin-3-ol